4-(4-(hydroxymethyl)-2-oxopiperidin-1-yl)-N1-((R)-pyrrolidin-3-yl)-3-(2H-tetrazol-5-yl)benzene-1,2-disulfonamide OCC1CC(N(CC1)C=1C(=C(C(=CC1)S(=O)(=O)N[C@H]1CNCC1)S(=O)(=O)N)C=1N=NNN1)=O